bromopentyl-styrene BrCCCCCC=CC1=CC=CC=C1